C1(=CC=CC=C1)N(C=1C=CC=C(C1)C1=C(C=CC(=C1)OC)C(C)(C)O)C1=CC=CC=C1 2-(5'-(diphenylamino)-5-methoxy-[1,1'-biphenyl]-2-yl)propan-2-ol